C(CCCC)OC1=CC=C(C=C1)C1=CC=C2OC=3C=CC=4C(NC(C5=CC=C(C3C45)C2=C1)=O)=O 9-(4-(pentyloxy)phenyl)-1H-xantheno[2,1,9-def]isoquinoline-1,3(2H)-dione